ClC=1C(=NC=CC1)O[C@@H]1CN(CC1)C1=C(C=C(C(=O)N(C2=CC=CC=C2)C)C=C1)CC=O (S)-4-(3-(3-chloropyridin-2-yloxy)pyrrolidin-1-yl)-N-methyl-3-(2-oxoethyl)-N-phenylbenzamide